dibutoxyaluminum hydride C(CCC)O[AlH]OCCCC